O-(pyridin-2-ylmethyl) carbonate C(OCC1=NC=CC=C1)([O-])=O